C(CCCCCCCCCCCCCCC)N1C(=C(C(C2=C(C=C(C=C12)OCC1=CC=CC=C1)OCC1=CC=CC=C1)=O)OCC1=CC=CC=C1)C1=CC(=C(C=C1)OCC1=CC=CC=C1)OCC1=CC=CC=C1 N-hexadecyl-2-(3,4-dibenzyloxy-phenyl)-3,5,7-tribenzyloxy-quinolin-4-one